O=C1NC(CCC1C1=NN(C2=CC(=CC=C12)N1C[C@@H](N(CC1)C[C@H]1CN(CC1)C(=O)OC(C)(C)C)C)C)=O tert-butyl (3S)-3-(((2S)-4-(3-(2,6-dioxopiperidin-3-yl)-1-methyl-1H-indazol-6-yl)-2-methylpiperazin-1-yl)methyl)pyrrolidine-1-carboxylate